FC=1C=C(CN2C(C(=CC(=C2)C(=O)N)C(=O)NC)=O)C=CC1 1-(3-fluorobenzyl)-N3-methyl-2-oxo-1,2-dihydropyridine-3,5-dicarboxamide